3-(6-bromopyridin-3-yl)-4,4,4-trifluorobutane-1-amine BrC1=CC=C(C=N1)C(CCN)C(F)(F)F